CC=1C=C(C=CC1)S(=O)(=O)NCC(C1=CC=C(C=C1)C1=NOC(=N1)C(F)(F)F)=O 3-methyl-N-(2-oxo-2-(4-(5-(trifluoromethyl)-1,2,4-oxadiazol-3-yl)phenyl)ethyl)benzenesulfonamide